1-(Azidomethyl)-4-methoxybenzene N(=[N+]=[N-])CC1=CC=C(C=C1)OC